tert-Butyl N-[2-[[3-(2-chloro-6-methyl-4-pyridyl)-2-(3-cyanophenyl)pyrazolo[1,5-a]pyrimidine-5-carbonyl]amino]-2-methyl-propyl]carbamate ClC1=NC(=CC(=C1)C=1C(=NN2C1N=C(C=C2)C(=O)NC(CNC(OC(C)(C)C)=O)(C)C)C2=CC(=CC=C2)C#N)C